2-hydroxy-2-methylpropionic acid 2-methoxyethyl ester COCCOC(C(C)(C)O)=O